2-(2,5-Dichlorobenzoyl)-N-[(1R)-1-(dihydroxyboryl)-3-methylbutyl]glycinamide ClC1=C(C(=O)C(N)C(=O)N[C@@H](CC(C)C)B(O)O)C=C(C=C1)Cl